[N+](=O)(OCCP(=O)(O)O)[O-] (phosphonoethyl) nitrate